1-(4-((5-(2-(3,4-dimethoxyphenyl)-3-isopropyl-1H-indol-5-yl)-1,3,4-oxadiazol-2-yl)methyl)-1,4-diazacycloheptan-1-yl)ethan-1-one COC=1C=C(C=CC1OC)C=1NC2=CC=C(C=C2C1C(C)C)C1=NN=C(O1)CN1CCN(CCC1)C(C)=O